2,6,8-trimethyl-4,7-dioxo-4,6,7,8-tetrahydro-3H-pyrrolo[2,3-g]quinazoline-8-carboxylic acid methyl ester COC(=O)C1(C(N(C=2C=C3C(NC(=NC3=CC21)C)=O)C)=O)C